3-fluoro-N-(2-fluoro-5-morpholin-4-ylmethyl-phenyl)-4-[5-methylsulfanyl-4-(4-trifluoromethoxy-phenyl)-pyrimidin-2-ylamino]-benzamide FC=1C=C(C(=O)NC2=C(C=CC(=C2)CN2CCOCC2)F)C=CC1NC1=NC=C(C(=N1)C1=CC=C(C=C1)OC(F)(F)F)SC